C(CO)(=O)O.ClC1=C(OC(=O)NC2=CC3=NC4=C(C=CC=C4C3=CC=C2)CNCCC=2C=NN(C2)C(C)C)C=CC=C1 7-(2-chlorophenoxy)carbonylamino-4-(2-(1-isopropyl-1H-pyrazol-4-yl)ethyl)aminomethylcyclohepta[7,6-b]indole glycolate